ClC=1C=C2[C@]3(C(NC2=CC1)=O)[C@@H](C3)C3=CC=C1C(=NNC1=C3)NC3=NC=C(C=C3OCC)S(=O)(=O)C (1R,2S)-5'-chloro-2-(3-((3-ethoxy-5-(methylsulfonyl)pyridin-2-yl)amino)-1H-indazol-6-yl)spiro[cyclopropane-1,3'-indolin]-2'-one